ICN1CCC1 (iodomethyl)azetidine